2-{[(tert-butoxycarbonyl)amino]methyl}-4-[4-(1-{[5-(4-fluorophenoxy)pyridin-2-yl] carbamoyl}ethyl)-2,2-dimethylpiperazine-1-carbonyl]pyridin-1-ium-1-olate C(C)(C)(C)OC(=O)NCC1=[N+](C=CC(=C1)C(=O)N1C(CN(CC1)C(C)C(NC1=NC=C(C=C1)OC1=CC=C(C=C1)F)=O)(C)C)[O-]